4-chloro-N-(4,4-dimethylcyclohex-2-en-1-yl)-1H-pyrrolo[2,3-c]pyridine-2-carboxamide ClC1=C2C(=CN=C1)NC(=C2)C(=O)NC2C=CC(CC2)(C)C